(4Z,7Z,10Z,13Z,16Z,19Z)-(7-(4-(4-(benzo[b]thiophen-4-yl)piperazin-1-yl)butoxy)quinolin-2-yloxy)methyl docosa-4,7,10,13,16,19-hexaenoate C(CC\C=C/C\C=C/C\C=C/C\C=C/C\C=C/C\C=C/CC)(=O)OCOC1=NC2=CC(=CC=C2C=C1)OCCCCN1CCN(CC1)C1=CC=CC=2SC=CC21